ClC1=C(C=CC=C1NC(=O)C=1C(N(C(N(C1)C)=O)C)=O)C1=C(C(=CC=C1)C1=NC(=C(N=C1)C=O)OC)Cl N-(2,2'-dichloro-3'-(5-formyl-6-methoxypyrazin-2-yl)-[1,1'-biphenyl]-3-yl)-1,3-dimethyl-2,4-dioxo-1,2,3,4-tetrahydropyrimidine-5-carboxamide